C1(CC1)S(=O)(=O)C1=CC=C(C=C1)C1=CC=2C(=NC(=CC2N1C)C1=CC=C(C=C1)N1CCN(CC1)CCCO)C 3-(4-(4-(2-(4-(cyclopropylsulfonyl)phenyl)-1,4-dimethyl-1H-pyrrolo[3,2-c]pyridin-6-yl)phenyl)piperazin-1-yl)propan-1-ol